14-amino-N-(4-((1-(3,4-dichlorophenyl)-4-methyl-4,5-dihydro-1H-pyrazol-3-yl)amino)-4-oxobutyl)-6-methyl-3,9,12-trioxa-6-azatetradecanamide NCCOCCOCCN(CCOCC(=O)NCCCC(=O)NC1=NN(CC1C)C1=CC(=C(C=C1)Cl)Cl)C